4,6-dichloro-1-[4-fluoro-2-(trideuteriomethoxy)phenyl]pyrazolo[3,4-d]pyrimidine ClC1=C2C(=NC(=N1)Cl)N(N=C2)C2=C(C=C(C=C2)F)OC([2H])([2H])[2H]